N-(2-(3-hydroxy-3-methylbutyl)-6-morpholino-2H-indazol-5-yl)-3-nitrobenzamide OC(CCN1N=C2C=C(C(=CC2=C1)NC(C1=CC(=CC=C1)[N+](=O)[O-])=O)N1CCOCC1)(C)C